tetrahydro-2H-pyran-4-yl 2-(4-fluoro-3-hydroxybenzylidene)-3-oxobutanoate FC1=C(C=C(C=C(C(=O)OC2CCOCC2)C(C)=O)C=C1)O